1-(5-chloropyridine-3-carbonyl)-4-[(3-methoxyphenyl)(phenyl)methyl]piperazine ClC=1C=C(C=NC1)C(=O)N1CCN(CC1)C(C1=CC=CC=C1)C1=CC(=CC=C1)OC